methyl 4-[3-[2,6-dichloro-4-(1-methylpyrazol-4-yl) benzoyl]-2,4-dihydropyrido[4,3-e][1,3]oxazin-8-yl]-2-morpholin-4-ylbenzoate ClC1=C(C(=O)N2COC3=C(C2)C=CN=C3C3=CC(=C(C(=O)OC)C=C3)N3CCOCC3)C(=CC(=C1)C=1C=NN(C1)C)Cl